FC=1C=C(C(=O)NC2=CC=C(C=C2)N2C[C@@H]3[C@H](C2)CCC3)C=C(C1O)C=O 3-fluoro-5-formyl-N-(4-((3aR,6aS)-hexahydrocyclopenta[c]pyrrol-2(1H)-yl)phenyl)-4-hydroxybenzamide